C(#N)[C@H]1N(CCC1)C(CN1C[C@@H](CC1)C1=CC=CC2=C1C(=C(O2)C)C(=O)N)=O ((S)-1-(2-((S)-2-cyanopyrrolidin-1-yl)-2-oxoethyl)pyrrolidin-3-yl)-2-methylbenzofuran-3-carboxamide